(rac)-(2r,4s)-2-(6-(3-(tert-Butyl)phenyl)-3-azabicyclo[4.1.0]heptan-3-carbonyl)-5-azaspiro[3.4]octan-6-on C(C)(C)(C)C=1C=C(C=CC1)C12CCN(CC2C1)C(=O)C1CC2(C1)NC(CC2)=O